tert-Butyl (3R)-3-[({(1R)-1-[1-benzyl-4-(2,5-difluorophenyl)-1H-pyrrol-2-yl]-2,2-dimethylpropyl}amino)methyl]pyrrolidine-1-carboxylate trifluoroacetate FC(C(=O)O)(F)F.C(C1=CC=CC=C1)N1C(=CC(=C1)C1=C(C=CC(=C1)F)F)[C@@H](C(C)(C)C)NC[C@@H]1CN(CC1)C(=O)OC(C)(C)C